4-((4-((5-cyclopropyl-1H-pyrazol-3-yl)amino)quinazolin-2-yl)amino)-N,N-dimethylbenzamide C1(CC1)C1=CC(=NN1)NC1=NC(=NC2=CC=CC=C12)NC1=CC=C(C(=O)N(C)C)C=C1